tert-butyl 6-(6-bromoquinazolin-4-yl)oxy-2-azaspiro[3.3]heptane-2-carboxylate BrC=1C=C2C(=NC=NC2=CC1)OC1CC2(CN(C2)C(=O)OC(C)(C)C)C1